N-[(3R,4S)-3-fluoro-1-methylpiperidin-4-yl]-2-{3-[(4-methanesulfonyl-2-methoxyphenyl)amino]prop-1-yn-1-yl}-1-(2,2,2-trifluoroethyl)-1H-indol-4-amine F[C@@H]1CN(CC[C@@H]1NC=1C=2C=C(N(C2C=CC1)CC(F)(F)F)C#CCNC1=C(C=C(C=C1)S(=O)(=O)C)OC)C